N-(5-(6-(2,6-difluoro-3,5-dimethoxyphenyl)-4,5,6,7-tetrahydro-1H-indazol-3-yl)-1-methyl-1H-imidazol-4-yl)acrylamide FC1=C(C(=C(C=C1OC)OC)F)C1CCC=2C(=NNC2C1)C1=C(N=CN1C)NC(C=C)=O